3-(6-(4-(4-(6-(6-((R)-2-(3-fluorophenyl)pyrrolidin-1-yl)imidazo[1,2-b]pyridazin-3-yl)pyridin-2-yl)piperazin-1-yl)butyl)-1-methyl-1H-indazol-3-yl)piperidine-2,6-dione FC=1C=C(C=CC1)[C@@H]1N(CCC1)C=1C=CC=2N(N1)C(=CN2)C2=CC=CC(=N2)N2CCN(CC2)CCCCC2=CC=C1C(=NN(C1=C2)C)C2C(NC(CC2)=O)=O